CS(=O)(=O)C1=CC=C(C=C1)C1=CC=NN1 5-(4-(methylsulfonyl)phenyl)-1H-pyrazol